ethyl-9-decene C(C)CCCCCCCCC=C